ONC(=O)C1=CC2=C(OC(C(N2CCCC2=CC=CC=C2)=O)(C)C)C=C1 N-hydroxy-2,2-dimethyl-3-oxo-4-(3-phenylpropyl)-3,4-dihydro-2H-benzo[b][1,4]oxazine-6-carboxamide